4-(3-chloro-4-fluorophenylamino)-6,7-bis[2-(4-morpholinyl)ethoxy]quinazoline ClC=1C=C(C=CC1F)NC1=NC=NC2=CC(=C(C=C12)OCCN1CCOCC1)OCCN1CCOCC1